C(C1=CC=CC=C1)C1=C(C(=C(N=N1)N1CCC(CC1)(C1=NC=C(C=C1)C(C)(C)O)C#N)C)C 1'-(6-benzyl-4,5-dimethyl-pyridazin-3-yl)-5-(1-hydroxy-1-methyl-ethyl)-2',3',5',6'-tetrahydro-1'h-[2,4]bipyridine-4'-carbonitrile